NC1=NC2=CC(=CC=C2C=C1Br)CCC1(C(C(CC1N1C=CC2=C1N=CN=C2N)CF)O)O 2-(2-amino-3-bromoquinolin-7-yl)ethyl-5-(4-amino-7H-pyrrolo[2,3-d]pyrimidin-7-yl)-3-(fluoromethyl)cyclopentane-1,2-diol